Br[Ge]([GeH3])(Br)Br tribromodigermane